C(=C)C1=CC=C(CN2CCCC2)C=C1 1-(4-Vinylbenzyl)Pyrrolidine